COC1(CN(C1)C(C=C)=O)C=CC1=CC=C(C=C1)C(F)(F)F 1-(3-methoxy-3-(4-(trifluoromethyl)styryl)azetidin-1-yl)prop-2-en-1-one